3-(((R)-1-acryloylpyrrolidin-3-yl)(7-(8-chloronaphthalen-1-yl)-8-fluoro-2-(((2R,7aS)-2-fluorohexahydro-1H-pyrrolizin-7a-yl)methoxy)pyrido[4,3-d]pyrimidin-4-yl)amino)propanenitrile C(C=C)(=O)N1C[C@@H](CC1)N(CCC#N)C=1C2=C(N=C(N1)OC[C@]13CCCN3C[C@@H](C1)F)C(=C(N=C2)C2=CC=CC1=CC=CC(=C21)Cl)F